2,4-dichloro-5-isopropoxynitrobenzene CC(C)OC1=C(C=C(C(=C1)[N+](=O)[O-])Cl)Cl